FC=1C=C(C=C(C1O)C=O)S(=O)(=O)NC=1SC(=CN1)C1=CC=C(C=C1)N1CCCC1 3-fluoro-5-formyl-4-hydroxy-N-(5-(4-(pyrrolidin-1-yl)phenyl)thiazol-2-yl)benzenesulfonamide